ClC1=NN=C2N1C1=CC=CC=C1C(=N2)N(C=2C=NC=C(C2)C#CC2(CC2)C(F)(F)F)C chloro-N-methyl-N-(5-((1-(trifluoromethyl)cyclopropyl)ethynyl)pyridin-3-yl)-[1,2,4]triazolo[4,3-a]quinazolin-5-amine